C[C@@]1(C([C@H](CC1)C(=O)O)(C)C)C(=O)O (1R,3S)-1,2,2-trimethylcyclopentane-1,3-dicarboxylic acid